(5Z)-5-[[1-(3-pyridinyl)pyrazol-3-yl]methylene]thiazolidine-2,4-dione N1=CC(=CC=C1)N1N=C(C=C1)\C=C/1\C(NC(S1)=O)=O